CCOC(=O)NC1=C(SC=C1)C=O ETHOXY-N-(2-FORMYL(3-THIENYL))FORMAMIDE